2-{4-[5-chloro-2-(4-chloro-1H-1,2,3-triazol-1-yl)phenyl]-5-methoxy-2-oxopyridin-1(2H)-yl}propanoic acid ClC=1C=CC(=C(C1)C1=CC(N(C=C1OC)C(C(=O)O)C)=O)N1N=NC(=C1)Cl